C(C)C(COOCC(CCCC)CC)CCCC di(2-ethylhexyl)peroxide